N-(4-aminophenyl)pyridineamide NC1=CC=C(C=C1)NC(=O)C1=NC=CC=C1